COC=1C=C2C3(C(=NC2=CC1OCCCN1CCCC1)N)CCC3 5'-methoxy-6'-(3-pyrrolidin-1-ylpropoxy)spiro[cyclobutane-1,3'-indole]-2'-amine